COC=1C=C(C=C(C1)OC)/C=C/C=C/C(=O)OCC ethyl (2E,4E)-5-(3,5-dimethoxyphenyl)-2,4-pentadienoate